FC(C1=C(C=C)C=CC=C1)(F)F o-trifluoromethylstyrene